N,N-dimethyl-propargylamine CN(C)CC#C